C12OCC(C1)(C2)COC2=NC1=C(C(=C(C=C1C(=N2)N2C1CN(CC2CC1)C(=O)[O-])C(F)(F)F)Br)F 8-(2-((2-oxabicyclo[2.1.1]hexane-4-yl) methoxy)-7-bromo-8-fluoro-6-(trifluoromethyl) quinazolin-4-yl)-3,8-diazabicyclo[3.2.1]octane-3-carboxylate